C1(CC1)C1=NOC(=N1)C12CCC(CC1)(CC2)CN(C(=O)N2CCC(CC2)N2CCCCC2)C2=CC(=CC=C2)C2=NC(=NO2)C2CC2 N-((4-(3-cyclopropyl-1,2,4-oxadiazol-5-yl)bicyclo[2.2.2]octan-1-yl)methyl)-N-(3-(3-cyclopropyl-1,2,4-oxadiazol-5-yl)phenyl)-[1,4'-bipiperidine]-1'-carboxamide